C1(=CC=CC=C1)C1=NC(=CC(=C1)C1=C(C=CC=C1)Cl)C1=CC=CC=C1 2,6-diphenyl-4-o-chlorophenyl-pyridine